CC1=CC=C(C=C1)[S@](=O)OC[C@@H]1OC1 ((R)-oxiran-2-yl)methyl (R)-4-methylbenzenesulfinate